4-(2,4-dichlorobenzoyl)-1-methyl-5-benzyloxypyrazol ClC1=C(C(=O)C=2C=NN(C2OCC2=CC=CC=C2)C)C=CC(=C1)Cl